C1(CCCCC1)NC=1C2=C(N=C(N1)NC1=C(C=C(C=C1)P1(CCN(CC1)C1CCOCC1)=O)OC)NC=C2C#N 4-(cyclohexylamino)-2-((2-methoxy-4-(4-oxido-1-(tetrahydro-2H-pyran-4-yl)-1,4-azaphosphinan-4-yl)phenyl)amino)-7H-pyrrolo[2,3-d]pyrimidine-5-carbonitrile